C(C)(C)(C)OC(NC1=CC=2C(=NC=CC2S1)Cl)=O N-(4-Chlorothieno[3,2-c]pyridin-2-yl)carbamic acid tert-butyl ester